ClC1=CC=C(CN2N=C(C=CC2=O)C2=CC=C(C=C2)OCC(F)(F)F)C=C1 2-(4-chlorobenzyl)-6-(4-(2,2,2-trifluoroethoxy)phenyl)pyridazin-3(2H)-one